NC=1C2=C(N=CN1)N(C(=C2C2=CC=C(C=C2)OC2=CC=CC=C2)C#CC2CCN(CC2)C(=O)OC(C)(C)C)C(C)C tert-butyl 4-((4-amino-7-isopropyl-5-(4-phenoxyphenyl)-7H-pyrrolo[2,3-d]pyrimidin-6-yl)ethynyl)piperidine-1-carboxylate